ClC(=O)[C@@H]1N(CC1)C(=O)OCC1C2=CC=CC=C2C=2C=CC=CC12 (9H-fluoren-9-yl)methyl (R)-2-(chlorocarbonyl)azetidine-1-carboxylate